Imidazolo[2,1-b][1,3,4]thiadiazole S1C=2N(N=C1)C=CN2